tert-butyl 2-(4-chloro-5-((3-fluoro-5-(phenylethynyl)pyridin-2-yl)carbamoyl)-1H-pyrazol-1-yl)-7-azaspiro[3.5]nonane-7-carboxylate ClC=1C=NN(C1C(NC1=NC=C(C=C1F)C#CC1=CC=CC=C1)=O)C1CC2(C1)CCN(CC2)C(=O)OC(C)(C)C